C(C)(C)(C)OC(NC1=CC(=NC=C1OCC)NC(C)=O)=O (2-Acetamido-5-ethoxypyridin-4-yl)carbamic acid tert-butyl ester